methyl 4-benzyl-3-oxo-3,4-dihydro-2H-benzo[b][1,4]oxazine-6-carboxylate C(C1=CC=CC=C1)N1C2=C(OCC1=O)C=CC(=C2)C(=O)OC